C1(C=CCCC1)NC(COC1=CC=C2C=CC(=CC2=C1)C(CC(=O)O)C1=CC2=C(OCO2)C=C1C)=O 3-(7-(2-(Cyclohex-2-en-1-ylamino)-2-oxoethoxy)naphthalen-2-yl)-3-(6-methylbenzo[d][1,3]dioxol-5-yl)propanoic acid